COC1=CC(=CC2=C1N=CN2CC2=CC=C(C=C2)OC)N2CCOCC2 4-(7-methoxy-3-(4-methoxybenzyl)-3H-benzo[d]imidazol-5-yl)morpholine